(Z)-tert-butyl 4-(2-methyl-3-oxo-3-(2-oxo-5,6-dihydropyridin-1(2H)-yl)prop-1-enyl)piperidine-1-carboxylate C/C(=C/C1CCN(CC1)C(=O)OC(C)(C)C)/C(N1C(C=CCC1)=O)=O